FC1=C(CCC2=NC=3N(C(N(C(C3N2C)=O)CC#C)=O)CCCCP(O)(O)=O)C=CC=C1 (4-(8-(2-Fluorophenethyl)-7-methyl-2,6-dioxo-1-(prop-2-yn-1-yl)-1,2,6,7-tetrahydro-3H-purin-3-yl)butyl)phosphonic acid